3-((4-(4-chlorophenyl)piperidin-1-yl)methyl)-N-methyl-N-(2-(pyrrolidin-1-yl)ethyl)-4-(trifluoromethyl)aniline ClC1=CC=C(C=C1)C1CCN(CC1)CC=1C=C(N(CCN2CCCC2)C)C=CC1C(F)(F)F